(1r,3r,4r)-5-amino-2-methylcyclohexanol hydrochloride Cl.NC1CCC([C@@H](C1)O)C